N-(2-(dimethylamino)ethyl)-2,4-difluoro-5-(piperazin-1-yl)-benzamide CN(CCNC(C1=C(C=C(C(=C1)N1CCNCC1)F)F)=O)C